IC1=NC=CC=C1NCC(=C)C 2-iodo-N-(2-methylallyl)pyridin-3-amine